(2S,4R)-1-[2-(3,5-dimethyl-2,4-dioxo-1,2,3,4-tetrahydropyrimidin-1-yl)acetyl]-4-fluoro-N-[(R*)-[6-fluoro-5-(propan-2-yl)pyridin-2-yl](phenyl)methyl]pyrrolidine-2-carboxamide CN1C(N(C=C(C1=O)C)CC(=O)N1[C@@H](C[C@H](C1)F)C(=O)N[C@H](C1=CC=CC=C1)C1=NC(=C(C=C1)C(C)C)F)=O |o1:21|